O[C@]1(CCN(CC12CCCC2)C(C(CC(F)(F)F)CC(F)(F)F)=O)CN2C(C=C(C(=C2)C(=O)N2CCNCC2)C2=CC=CC=C2)=O (S)-1-((10-hydroxy-7-(4,4,4-trifluoro-2-(2,2,2-trifluoroethyl)butanoyl)-7-azaspiro[4.5]decan-10-yl)methyl)-4-phenyl-5-(piperazine-1-carbonyl)pyridin-2(1H)-one